Cl.CN(CCC1=CN(C2=CC=C(C=C12)OC)C(CC(C(=O)O)(C)C)=O)C 4-(3-(2-(dimethylamino)ethyl)-5-methoxy-1H-indol-1-yl)-2,2-dimethyl-4-oxobutanoic acid hydrochloride